BrC=1C=C(C=CC1)C=1N=C(SC1)NC(CNC(=O)C=1C=C(C=CC1)C(CNC(OC(C)(C)C)=O)(C)C)=O tert-butyl N-[2-[3-[[2-[[4-(3-bromophenyl)thiazol-2-yl]amino]-2-oxo-ethyl]carbamoyl]phenyl]-2-methylpropyl]carbamate